N-(6-(difluoromethyl)pyridin-2-yl)-7-isopropoxy-2-(1-methyl-2-oxabicyclo[2.1.1]hex-4-yl)imidazo[1,2-a]pyridine-6-carboxamide FC(C1=CC=CC(=N1)NC(=O)C=1C(=CC=2N(C1)C=C(N2)C21COC(C2)(C1)C)OC(C)C)F